6-{4-[(azetidin-3-yl)methyl]piperazin-1-yl}-4-methyl-1-oxo-1,2-dihydrophthalazine N1CC(C1)CN1CCN(CC1)C=1C=C2C(=NNC(C2=CC1)=O)C